OC1(CCC(CC1)CN1C(NC=2N=CNC2C1=O)=O)C(F)(F)F (4-hydroxy-4-(trifluoromethyl)cyclohexyl)methyl-1H-purine-2,6(3H,7H)-dione